7-(3-(7H-benzo[c]carbazol-8-yl)-4-methylphenyl)-5-(3,5-di-tert-butylphenyl)-7H-benzo[c]carbazole C1=CC=CC=2C=CC=3NC=4C(=CC=CC4C3C21)C=2C=C(C=CC2C)N2C=1C=CC=CC1C=1C3=C(C(=CC21)C2=CC(=CC(=C2)C(C)(C)C)C(C)(C)C)C=CC=C3